methyl O-benzyl-N-(tert-butoxycarbonyl)-D-threoninate C(C1=CC=CC=C1)O[C@H]([C@@H](NC(=O)OC(C)(C)C)C(=O)OC)C